C(C)OC(=O)C1(CCN(CC1)C1=NC=C(C=C1)C=1C=2N(C=C(C1)OCC)N=C1C2C=NN1)NC(=O)C(C)(C)C 4-((tert-butylcarbonyl)amino)-1-(5-(6-ethoxy-1H-pyrazolo[3',4':3,4]pyrazolo[1,5-a]pyridine-4-yl)pyridin-2-yl)piperidine-4-carboxylic acid ethyl ester